ClC1=C(C=CC2=C1N(C[C@@H]1N(C2=O)CCNC1)C)C1=C2C=NNC2=CC=C1C (12aR)-10-chloro-11-methyl-9-(5-methyl-1H-indazol-4-yl)-1,3,4,11,12,12a-hexahydrobenzo[e]pyrazino[1,2-a][1,4]diazepin-6(2H)-one